FC(C(=O)O)(F)F.FC(C(=O)O)(F)F.N[C@@H](C(=O)N[C@@H](C(=O)N)CC(C)C)CC1=CC=CC=C1 (2R)-2-[[(2R)-2-amino-3-phenyl-propionyl]amino]-4-methyl-pentanamide bistrifluoroacetate